ClC1=C2CCN(CC2=CC=C1CN1N=C(C(=C1)C(=O)NCC1=C(C(=CC=C1N1N=NC(=C1)C)OC)F)COC)C 1-[(5-chloro-2-methyl-3,4-dihydro-1H-isoquinolin-6-yl)methyl]-N-{[2-fluoro-3-methoxy-6-(4-methyl-1,2,3-triazol-1-yl)phenyl]methyl}-3-(methoxymethyl)pyrazole-4-carboxamide